(αr)-α-methyl-3-phenoxybenzyl alcohol C[C@H](C1=CC(=CC=C1)OC1=CC=CC=C1)O